C(C)(=O)C1=C2C=C(N(C(C2=CC(=C1)C)=O)CC#N)C1=CC=C(C=C1)F 2-(5-acetyl-3-(4-fluorophenyl)-7-methyl-1-oxoisoquinolin-2(1H)-yl)acetonitrile